NC1=NC=NN2C1=C(C(=C2)C#CC2CCN(CC2)C(C=C)=O)Br 1-(4-((4-amino-5-bromopyrrolo[2,1-f][1,2,4]triazin-6-yl)ethynyl)piperidin-1-yl)prop-2-en-1-one